N-((1S)-1-cycloheptyl-2-((2-fluoro-4-(3-methoxy-1-(methyl(2,2,2-trifluoroethyl)amino)-1-oxopropan-2-yl)phenyl)amino)-2-oxoethyl)-1-ethyl-1H-pyrazole-5-carboxamide C1(CCCCCC1)[C@@H](C(=O)NC1=C(C=C(C=C1)C(C(=O)N(CC(F)(F)F)C)COC)F)NC(=O)C1=CC=NN1CC